5-(bromomethyl)-2-(2,4-dioxotetrahydropyrimidin-1(2H)-yl)isoindoline-1,3-dione BrCC=1C=C2C(N(C(C2=CC1)=O)N1C(NC(CC1)=O)=O)=O